C1(=CC(=CC=C1)C(=O)OC1CCCCCC1)C cycloheptyl m-toluate